[N+](=O)([O-])C1=CC(=NC=C1)N1C=C(C(C2=CC(=C(C(=C12)Cl)N1CCNCC1)F)=O)C(=O)O 1-(4-nitro-2-pyridyl)-8-chloro-6-fluoro-1,4-dihydro-7-piperazinyl-4-oxo-3-quinolinecarboxylic acid